(E)-3-(dimethylamino)-1-(2-hydroxy-5-methylphenyl)prop-2-en-1-one CN(/C=C/C(=O)C1=C(C=CC(=C1)C)O)C